BrC=1C(=C(C=CC1)NC(=O)C1=NN2C([C@H](CCC2)NC[C@H]2NC(CC2)=O)=C1)Cl (4S)-N-(3-bromo-2-chloro-phenyl)-4-[[(2S)-5-oxopyrrolidin-2-yl]methylamino]-4,5,6,7-tetrahydropyrazolo[1,5-a]pyridine-2-carboxamide